ClC=1C(=CC(=NC1)NC1CCC(CC1)NCCOCCNS(=O)(=O)C1CC1)C1=NC(=CC=C1)NCC1(CCOCC1)C#N N-(2-(2-(((1r,4r)-4-((5'-chloro-6-(((4-cyanotetrahydro-2H-pyran-4-yl)methyl)amino)-[2,4'-bipyridin]-2'-yl)amino)cyclohexyl)amino)ethoxy)ethyl)cyclopropanesulfonamide